C(#N)C=1C=CC(=C2C=CC=NC12)N1C[C@@]2(C[C@@]2(C1)C(F)(F)F)C(=O)NC1CCN(CC1)C1COC1 |o1:14,16| (1S,5R) or (1R,5S)-3-(8-cyanoquinolin-5-yl)-N-(1-(oxetan-3-yl)piperidin-4-yl)-5-(trifluoromethyl)-3-azabicyclo[3.1.0]hexane-1-carboxamide